ClC(C=1N=C2N(C=C(N=C2)C(C)C)C1)Cl 2-(dichloromethyl)-6-isopropylimidazo[1,2-a]pyrazine